C(C)(C)(C)OC(=O)N1CCC(CC1)CN(C(C)C)C1CC(C1)OC=1C=NC(=CC1)C(NC1C(NC(CC1)=O)=O)=O 4-[[[3-[[6-[(2,6-dioxo-3-piperidyl)carbamoyl]-3-pyridinyl]oxy]cyclobutyl]-isopropyl-amino]methyl]piperidine-1-carboxylic acid tert-butyl ester